C1=CC=CC=2C3=CC=CC=C3C(C12)COC(=O)NC1(CNC1)C(=O)O 3-(9H-fluoren-9-ylmethoxycarbonyl-amino)-azetidine-3-carboxylic acid